tert-butyl (2R,6S)-2-(((tert-butyldiphenylsilyl)oxy)methyl)-6-hydroxy-6-methyl-1,4-oxazepane-4-carboxylate [Si](C1=CC=CC=C1)(C1=CC=CC=C1)(C(C)(C)C)OC[C@@H]1OC[C@@](CN(C1)C(=O)OC(C)(C)C)(C)O